C1(=CC=CC=C1)P(C1=CC=CC=C1)C=1C=CC2=C(C=3C(=CO2)C=CC(C3)(C)C)C1P(C1=CC=CC=C1)C1=CC=CC=C1 bis(diphenylphosphino)-9,9-dimethyldibenzopyran